5-[1-[dideuterio-[4-[5-(difluoromethyl)-1,3,4-oxadiazol-2-yl]-2-fluorophenyl]methyl]triazol-4-yl]pyridin-2-amine [2H]C(N1N=NC(=C1)C=1C=CC(=NC1)N)(C1=C(C=C(C=C1)C=1OC(=NN1)C(F)F)F)[2H]